ClC1=C(N(C(N(C1=O)CC1=NC(=NO1)C[C@H](O)C1=CC=C(C=C1)Cl)=O)C)CNC(OC(C)(C)C)=O tert-butyl N-{[5-chloro-1-({3-[(2S)-2-(4-chlorophenyl)-2-hydroxyethyl]-1,2,4-oxadiazol-5-yl}methyl)-3-methyl-2,6-dioxopyrimidin-4-yl]methyl}carbamate